O=C1NC(CCC1N1C(C2=CC=C(C=C2C1=O)N1CCC2(CCN(CC2)CC2CN(CC2)C(=O)OC(C)(C)C)CC1)=O)=O tert-butyl 3-((9-(2-(2,6-dioxopiperidin-3-yl)-1,3-dioxoisoindolin-5-yl)-3,9-diazaspiro[5.5]undecan-3-yl)methyl)pyrrolidine-1-carboxylate